5-(5-((1R,5S,6r)-6-(1H-1,2,3-triazol-5-yl)-3-azabicyclo[3.1.0]hexan-3-yl)-1,3,4-oxadiazol-2-yl)-N-(3-fluorophenethyl)pyrimidin-2-amine N1N=NC=C1C1[C@H]2CN(C[C@@H]12)C1=NN=C(O1)C=1C=NC(=NC1)NCCC1=CC(=CC=C1)F